4-amino-5-(4-((3-(2,6-dioxopiperidin-3-yl)-1-methyl-1H-indazol-7-yl)oxy)-piperidine-1-carbonyl)isothiazole-3-carboxamide NC=1C(=NSC1C(=O)N1CCC(CC1)OC=1C=CC=C2C(=NN(C12)C)C1C(NC(CC1)=O)=O)C(=O)N